C(C(C)C)(=O)O.C(C(C)C)(=O)OCCOC1=CC=CC=C1 phenoxyethyl isobutyrate (CIS-ISOBUTYRATE)